(exo)-7-cyano-N-(4-(3-(trifluoromethyl)phenyl)-1,3-thiazol-2-yl)-7-azabicyclo[2.2.1]heptane-2-carboxamide C(#N)N1C2C(CC1CC2)C(=O)NC=2SC=C(N2)C2=CC(=CC=C2)C(F)(F)F